IC=1C=CC(=C(CN2C(C=CC=C2)=O)C1)OC 1-(5-iodo-2-methoxybenzyl)pyridin-2(1H)-one